CC1(C(C[C@@](C1=O)(C#C[Si](C(C)C)(C(C)C)C(C)C)C(CC(=O)OC(C)(C)C)=O)=O)C (R)-tert-butyl 3-(2,2-dimethyl-4-((triisopropylsilyl) ethynyl)-1,3-dioxocyclopent-4-yl)-3-oxopropanate